dibenzamide C1=CC=CC=C1C(=O)NC(=O)C1=CC=CC=C1